17-(cyclopropylmethyl)-6,7-didehydro-4,5α-epoxy-3,6,14-trihydroxy-N-[2-(3-phenyl-1,2,4-oxadiazol-5-yl)propan-2-yl]morphinan-7-carboxamide C1(CC1)CN1[C@H]2[C@@]3(CC(=C([C@H]4[C@@]3(C=3C(=C(C=CC3C2)O)O4)CC1)O)C(=O)NC(C)(C)C1=NC(=NO1)C1=CC=CC=C1)O